4-(5-bromopyridin-2-yl)phenol BrC=1C=CC(=NC1)C1=CC=C(C=C1)O